[5-chloro-1-(oxetan-3-yl)-6-(2H-1,2,3-triazol-2-yl)-1H-pyrrolo[2,3-b]pyridin-3-yl][1-(thieno[2,3-c]pyridin-4-yl)-5-(trifluoromethyl)-1H-pyrazol-4-yl]methanone ClC=1C=C2C(=NC1N1N=CC=N1)N(C=C2C(=O)C=2C=NN(C2C(F)(F)F)C2=C1C(=CN=C2)SC=C1)C1COC1